N-((7-(5-(difluoromethyl)-1,3,4-oxadiazol-2-yl)imidazo[1,2-a]pyridin-2-yl)methyl)-N-phenyl-4-(pyridin-2-yl)piperazine-1-sulfonamide FC(C1=NN=C(O1)C1=CC=2N(C=C1)C=C(N2)CN(S(=O)(=O)N2CCN(CC2)C2=NC=CC=C2)C2=CC=CC=C2)F